dichloro(1,2-diaminocyclohexane) platinum (II) [Pt+2].ClC1(C(CCCC1)(N)Cl)N